OC12CC3(CC(CC(C1)C3)C2)NC=2NC(/C(/N2)=C/C2=CC3=C(N=CN3C)C=C2)=O (4Z)-2-[(3-Hydroxy-1-adamantyl)amino]-4-[(3-methylbenzimidazol-5-yl)methylene]-1H-imidazol-5-one